[N+](=O)([O-])C=1C=C(C=CC1)C1=NC=C(N=C1)C1=CC(=CC=C1)[N+](=O)[O-] 2,5-di(3-nitrophenyl)pyrazine